8-bromo-1-methyl-2-oxo-4-{4-[4-(trifluoromethoxy)phenoxy]piperidin-1-yl}-1,2-dihydroquinoline-3-carbonitrile BrC=1C=CC=C2C(=C(C(N(C12)C)=O)C#N)N1CCC(CC1)OC1=CC=C(C=C1)OC(F)(F)F